CCCCCCCC/C=C\\CCCCCCCC(=O)OCC The molecule is a long-chain fatty acid ethyl ester resulting from the formal condensation of the carboxy group of oleic acid with the hydroxy group of ethanol. It has a role as a plant metabolite and an acaricide. It derives from an oleic acid.